ClC=1C=CC(=C(C1)C1=CC(=C2C(=CN=NC2=C1)NCC1=C(C=C(C=C1)OC)OC)C)OC 7-(5-chloro-2-methoxyphenyl)-N-[(2,4-dimethoxyphenyl)methyl]-5-methylcinnolin-4-amine